(2S)-pyrrolidine-2-Carboxylic acid N1[C@@H](CCC1)C(=O)O